tert-butyl ((R)-3-methoxy-1-oxo-1-(((R)-4-phenyl-1-(4,4,5,5-tetramethyl-1,3,2-dioxaborolan-2-yl)butyl) amino) propan-2-yl)carbamate COC[C@H](C(N[C@@H](CCCC1=CC=CC=C1)B1OC(C(O1)(C)C)(C)C)=O)NC(OC(C)(C)C)=O